(2R,3R,4R,5R)-5-(4-benzamido-2-oxopyrimidin-1(2H)-yl)-4-((tert-butyldimethylsilyl)oxy)-2-(((tert-butyldimethylsilyl)oxy)methyl)tetrahydrofuran-3-yl carbamate C(N)(O[C@@H]1[C@H](O[C@H]([C@@H]1O[Si](C)(C)C(C)(C)C)N1C(N=C(C=C1)NC(C1=CC=CC=C1)=O)=O)CO[Si](C)(C)C(C)(C)C)=O